C[C@@H]1N(C2=CC=C3C(=C2CC1)N=C(N3CC(NC[C@@H]3OCCC3)=O)CCN3N=CC=C3)C(=O)OC methyl (7S)-7-methyl-3-[({[(2R)-oxolan-2-yl]methyl}carbamoyl)methyl]-2-[2-(1H-pyrazol-1-yl)ethyl]-3H,6H,7H,8H,9H-imidazo[4,5-f]quinoline-6-carboxylate